2-{(R)-2-[(dimethylamino)methyl]-2,3-dihydro-1,4-benzodioxin-6-ylamino}-4-(6-chloro-3-quinolylamino)pyrimidine CN(C)C[C@@H]1COC2=C(O1)C=CC(=C2)NC2=NC=CC(=N2)NC=2C=NC1=CC=C(C=C1C2)Cl